methyl 2-(3-fluoro-2-methoxy-5-((2-(triisopropylsilyl)oxazol-5-yl)methyl)phenyl)acetate FC=1C(=C(C=C(C1)CC1=CN=C(O1)[Si](C(C)C)(C(C)C)C(C)C)CC(=O)OC)OC